Methyl 6-bromo-1-methyl-4-((2-methyloxazol-4-yl)(tetrahydro-2H-pyran-4-yl)methyl)-1,4-dihydropyrazolo[3',4':4,5]pyrrolo[3,2-b]pyridine-3-carboxylate BrC=1C=C2C(=NC1)C1=C(N2C(C2CCOCC2)C=2N=C(OC2)C)C(=NN1C)C(=O)OC